(S)-(2-cyano-1-(3-(trifluoromethoxy)phenyl)ethyl)carbamic acid tert-butyl ester C(C)(C)(C)OC(N[C@@H](CC#N)C1=CC(=CC=C1)OC(F)(F)F)=O